C(#C)C1=CC(=C(C=C1)C1=C(C=C(N=N1)C(C(=O)N)NCC1CC1)C)O (6-(4-ethynyl-2-hydroxyphenyl)-5-methylpyridazin-3-yl)-2-(cyclopropylmethylamino)acetamide